FC(C1=CC2=C(NC(S2)=O)C=C1)(F)F 6-trifluoromethylbenzothiazole-2-one